methyl N-[5-[6-[methyl(phenyl) carbamoyl] imidazo[1,2-a]pyridin-3-yl]-2-pyridyl]carbamate CN(C(=O)C=1C=CC=2N(C1)C(=CN2)C=2C=CC(=NC2)NC(OC)=O)C2=CC=CC=C2